2-oxo-N-phenyl-3H-1,3-benzothiazole O=C1SC2=C(N1C1=CC=CC=C1)C=CC=C2